O(C1=CC=CC=C1)C1=CC=C(C=C1)C(C(=O)C1=CC=CC=C1)CC(=O)C1=CC=CC=C1 2-(4-phenoxyphenyl)-1,4-diphenyl-butane-1,4-dione